C(CCCCCCCCCCCCCCC)OB(OCCCCCCCCCCCCCCCC)C1=CC=CC=C1 phenylboronic acid dihexadecyl ester